aminopropyl-ethyldimethylammonium ethyl-sulfate C(C)OS(=O)(=O)[O-].NCCC[N+](C)(C)CC